C(#N)[C@H]1N(CCC1)C(CN1C[C@H](CC1)NC(=O)C1=CC2=C(S1)C=CC=C2)=O N-((S)-1-(2-((S)-2-cyanopyrrolidin-1-yl)-2-oxoethyl)pyrrolidin-3-yl)benzo[b]thiophene-2-carboxamide